5'-methyl-5',6'-dihydro-4'H-spiro[cyclopropane-1,7'-thieno[3,2-c]pyridin]-4'-one CN1C(C2=C(C3(C1)CC3)SC=C2)=O